COCC(=O)[O-] methoxyAcetate